N-[(2-chlorophenyl)methyl]-1-(4-fluorophenyl)-5-oxopyrrolidine-3-carboxamide ClC1=C(C=CC=C1)CNC(=O)C1CN(C(C1)=O)C1=CC=C(C=C1)F